5-bromo-1-trityl-1H-[1,2,3]triazolo[4,5-b]pyridine BrC1=CC=C2C(=N1)N=NN2C(C2=CC=CC=C2)(C2=CC=CC=C2)C2=CC=CC=C2